(2-{[4-(1-naphthylamino)-4-oxobutanoyl]amino}ethyl)carbamodithioic acid sodium salt [Na+].C1(=CC=CC2=CC=CC=C12)NC(CCC(=O)NCCNC(=S)[S-])=O